C(C=C)(=O)N1CC2(CN(C2)C2=CC=C(C=C2)C=2C=3N(C=C(N2)C=2C=NN(C2)C)N=CC3C#N)C1 4-(4-(6-propenoyl-2,6-diazaspiro[3.3]heptan-2-yl)phenyl)-6-(1-methyl-1H-pyrazol-4-yl)pyrazolo[1,5-a]pyrazine-3-carbonitrile